ClC1=NC=C(C(=C1)C(=O)NCC(F)C1=C(C=C(C=C1)Cl)Cl)OC1=CC(=CC=C1)CC 2-chloro-N-[2-(2,4-dichlorophenyl)-2-fluoro-ethyl]-5-(3-ethylphenoxy)pyridine-4-carboxamide